(bromomethyl)cyclohexane BrCC1CCCCC1